BrC1=NC(C2=CC=CC=C2C12CC2)=O bromo-1'-oxo-1'H-spiro[cyclopropane-1,4'-isoquinoline]